N-[9-[(2R,3R,4S,5S)-3,4-dihydroxy-5-(hydroxymethyl)-5-(triisopropyl-silyloxymethyl)tetrahydrofuran-2-yl]-6-oxo-1H-purin-2-yl]-2-methyl-propanamide O[C@H]1[C@@H](O[C@]([C@H]1O)(CO[Si](C(C)C)(C(C)C)C(C)C)CO)N1C=2N=C(NC(C2N=C1)=O)NC(C(C)C)=O